Cl.NCCCCCCS 6-Amino-1-hexanethiol hydrochloride